5-(2-chlorophenoxy)-3-((3-propoxybenzyl)amino)-4H-benzo[e][1,2,4]thiadiazine 1,1-dioxide ClC1=C(OC2=CC=CC3=C2NC(=NS3(=O)=O)NCC3=CC(=CC=C3)OCCC)C=CC=C1